O=C1N(C(=NC2=NC=CN=C12)SCC(=O)NC=1SC=CN1)C1=CC=CC=C1 2-((4-Oxo-3-phenyl-3,4-dihydropteridin-2-yl)thio)-N-(thiazol-2-yl)acetamide